ethyl (E)-3-(but-3-en-1-yloxy)acrylate C(CC=C)O/C=C/C(=O)OCC